iodo-tris(3,3,3-trifluoropropyl)silane I[Si](CCC(F)(F)F)(CCC(F)(F)F)CCC(F)(F)F